OC=1C(=C(C=CC1CCCCC)C1=CC(=C(C=C1)CCCCC)O)CC 3,3'-dihydroxy-4,4'-dipentylethyl-biphenyl